FC1=C2C3(C(NC2=CC=C1)=O)CCCC3 4'-fluorospiro[cyclopentane-1,3'-indoline]-2'-one